S1C(=NC2=NC=CC=C21)N2CC1(CC2)C(NC(CC1)=O)=O 2-(thiazolo[4,5-b]pyridin-2-yl)-2,7-diazaspiro[4.5]decane-6,8-dione